C(=O)O.C(C)N1C(N(C(C12CCN(CC2)CC2CCOCC2)=O)C2=CC(=C(C=C2)F)OC(C)C)=O 1-ethyl-3-(4-fluoro-3-isopropoxyphenyl)-8-((tetrahydro-2H-pyran-4-yl)methyl)-1,3,8-triazaspiro[4.5]decane-2,4-dione formate